5-{2-Amino-[1,2,4]triazolo[1,5-a]pyridin-7-yl}-N-{[2-fluoro-6-(propan-2-yloxy)phenyl]methyl}-2-methoxypyridine-3-carboxamide NC1=NN2C(C=C(C=C2)C=2C=C(C(=NC2)OC)C(=O)NCC2=C(C=CC=C2OC(C)C)F)=N1